The molecule is a polyunsaturated fatty acyl-CoA(4-) obtained by deprotonation of phosphate and diphosphate OH groups of (2E,7Z)-tetradecadienoyl-CoA; major species at pH 7.3. It is a 4,5-saturated-trans-2-enoyl-CoA(4-), a long-chain fatty acyl-CoA(4-) and a polyunsaturated fatty acyl-CoA(4-). It is a conjugate base of a (2E,7Z)-hexadecadienoyl-CoA. CCCCCCCC/C=C\\CCC/C=C/C(=O)SCCNC(=O)CCNC(=O)[C@@H](C(C)(C)COP(=O)([O-])OP(=O)([O-])OC[C@@H]1[C@H]([C@H]([C@@H](O1)N2C=NC3=C(N=CN=C32)N)O)OP(=O)([O-])[O-])O